CN1N=C(C=C1CNC(=O)[C@@H]1CN(CC[C@H]1NC(=O)C1=NOC(=C1)C1=C(C=C(C=C1)F)F)C1CCCCC1)C (3R,4R)-1-cyclohexyl-4-{[5-(2,4-difluoro-phenyl)-isoxazole-3-carbonyl]-amino}-piperidine-3-carboxylic acid (2,5-dimethyl-2H-pyrazol-3-ylmethyl)-amide